1-[(3R,5R)-3-(8-methoxy-[1,7]naphthyridin-5-yl)-5-methyl-piperidin-1-yl]-2-(1-methyl-piperidin-4-yl)-ethanone COC=1N=CC(=C2C=CC=NC12)[C@@H]1CN(C[C@@H](C1)C)C(CC1CCN(CC1)C)=O